[N+](=[N-])=CC(=O)OC(C)C1=C(C=CC=C1)C(C1=CC=CC=C1)=O 2-(2-benzoylphenyl)-2-ethyl diazoacetate